2-bromo-N-((6-chloro-8-(4-methylpiperazin-1-yl)imidazo[1,2-a]pyridin-2-yl)methyl)pyridin-4-amine BrC1=NC=CC(=C1)NCC=1N=C2N(C=C(C=C2N2CCN(CC2)C)Cl)C1